normal-butylammonium bromide [Br-].C(CCC)[NH3+]